C1CCC2=C(C=3CCCC3C=C12)NC(=O)NS(=O)(=O)C1=CC=NN1C N-((1,2,3,5,6,7-hexahydro-s-indacen-4-yl)carbamoyl)-1-methyl-1H-pyrazole-5-sulfonamide